O1CCCC1 oxolidine